C(C1=CC=CC=C1)(=O)N1CCC2(C=NN(C2=O)CC2=C(C=CC(=C2)F)F)CC1 8-benzoyl-2-(2,5-difluorobenzyl)-2,3,8-triazaspiro[4.5]dec-3-en-1-one